CC=1C(C2=C3C(=CC=C2C1)C=CC=C3)[Si](C3(C(=C(C(=C3)C)C)C)C)(C)C (2-methyl-benzoinden-1-yl)dimethyl-(tetramethylcyclopentadienyl)silane